N-aminobutylpyrrolidine NCCCCN1CCCC1